C(C)(=O)C1=NN(C2=CC=C(C=C12)C=1C=NC(=NC1)OC)CC(=O)N1[C@@H]2C[C@@H]2C[C@H]1C(=O)NC1=NC(=CN=C1)Br (1R,3S,5R)-2-(2-(3-Acetyl-5-(2-methoxypyrimidin-5-yl)-1H-indazol-1-yl)acetyl)-N-(6-bromopyrazin-2-yl)-2-azabicyclo[3.1.0]hexane-3-carboxamide